C(C)(C)(C)OC(N(CC1CC1)C1=NC=CC(=C1)C=1OC=C(N1)C(NC=1C(=NN(C1)C1=CC=C(C=C1)CO)C(N)=O)=O)=O.COC(OC)N1CCC1 dimethoxymethyl-azetidine tert-butyl-N-[4-[4-[[3-carbamoyl-1-[4-(hydroxymethyl)phenyl]pyrazol-4-yl]carbamoyl]oxazol-2-yl]-2-pyridyl]-N-(cyclopropylmethyl)carbamate